CN1N=CC(=C1)B1OC(C(O1)(C)C)(C)C 1-methyl-4-(4,4,5,5-Tetramethyl-1,3,2-dioxaborolan-2-yl)-1H-pyrazole